COC=1C=C2C(=NC(=NC2=CC1OC)N1N=CC(=C1)C1=CC=C(C=C1)S(=O)(=O)C)C=1C=CC=C2C=CC=NC12 6,7-dimethoxy-2-(4-(4-(methylsulfonyl)phenyl)-1H-pyrazol-1-yl)-4-(quinolin-8-yl)quinazoline